FC=1C=C(C=C(C1)F)[C@H]1N(OCC1)C(=O)[C@@H]1CC[C@H](CC1)CC=1C=CC=2N(C1)C=C(N2)C trans-[(3S)-3-(3,5-difluorophenyl)isoxazolidin-2-yl]-[4-[(2-methylimidazo[1,2-a]pyridin-6-yl)methyl]cyclohexyl]methanone